9,9-Bis[4-(2-hydroxyethoxy)phenyl]fluorene ethyl-(6-(benzyloxy)-10-(3,5-dichlorophenyl)-[1,2,4]triazolo[5,1-a]isoquinoline-5-carbonyl)glycinate C(C)N(CC(=O)O)C(=O)C=1N2C(C3=C(C=CC=C3C1OCC1=CC=CC=C1)C1=CC(=CC(=C1)Cl)Cl)=NC=N2.OCCOC2=CC=C(C=C2)C2(C1=CC=CC=C1C=1C=CC=CC21)C2=CC=C(C=C2)OCCO